tert-butyl (3S,4S)-3-[(tert-butyldiphenylsilyl)oxy]-4-{[2-(pyridin-4-yl)acetyl]oxy}pyrrolidine-1-carboxylate [Si](C1=CC=CC=C1)(C1=CC=CC=C1)(C(C)(C)C)O[C@H]1CN(C[C@@H]1OC(CC1=CC=NC=C1)=O)C(=O)OC(C)(C)C